C(C)N1CC(C1)C1=CC=C(C=C1)C1=NNC(=C1C(C)C)C=1C=C(C=2N(C1)N=CN2)C 6-(3-(4-(1-ethylazetidin-3-yl)phenyl)-4-isopropyl-1H-pyrazol-5-yl)-8-methyl-[1,2,4]triazolo[1,5-a]pyridine